COC(=O)C=1C=2C=CN=CC2C=CC1OC[C@@H](CC1=CC=CC=C1)NC(=O)OC(C)(C)C (R)-6-(2-((tert-butoxycarbonyl)amino)-3-phenylpropoxy)isoquinoline-5-carboxylic acid methyl ester